(±)-5-bromo-N-((5-fluoro-2-hydroxyphenyl)(1H-indol-2-yl)methyl)thiazole-2-carboxamide BrC1=CN=C(S1)C(=O)N[C@@H](C=1NC2=CC=CC=C2C1)C1=C(C=CC(=C1)F)O |r|